1,6-diacetyl-2-azido-D-glucopyranose C(C)(=O)C1(O)[C@](O)([C@@H](O)[C@H](O)[C@H](O1)C(O)C(C)=O)N=[N+]=[N-]